3-((3-Amino-6-(2-hydroxyphenyl)pyridazin-4-yl)ethynyl)azetidine-1-carboxylic acid tert-butyl ester C(C)(C)(C)OC(=O)N1CC(C1)C#CC1=C(N=NC(=C1)C1=C(C=CC=C1)O)N